(2S,3S)-3-(t-butoxycarbonylamino)-3-(4-chlorophenyl)-2-methyl-propionic acid C(C)(C)(C)OC(=O)N[C@@H]([C@@H](C(=O)O)C)C1=CC=C(C=C1)Cl